4-((S)-6-(2,3-dichloro-6-hydroxyphenyl)-6,7-dihydro-5H-pyrrolo[2,1-c][1,2,4]triazol-3-yl)pyrrolidin-2-one ClC1=C(C(=CC=C1Cl)O)[C@@H]1CC2=NN=C(N2C1)C1CC(NC1)=O